ClC=1C=CC=C2CCO[C@@H](C12)CNC (S)-1-(8-Chloroisochroman-1-yl)-N-methylmethanamine